ClC1=C(NCC2=CC(=NN2)C2=C(C=CC=C2)[N+](=O)[O-])C(=C(C=C1OC)OC)Cl 2,6-dichloro-3,5-dimethoxy-N-((3-(2-nitrophenyl)-1H-pyrazol-5-yl)methyl)aniline